C(#N)C=1C(=NC(=C(C1CC)C#N)N1CCC(CC1)OCCO)SC(C(=O)N)C1=CC=CC=C1 2-(3,5-dicyano-4-ethyl-6-(4-(2-hydroxyethoxy)piperidin-1-yl)pyridin-2-ylsulfanyl)-2-phenylacetamide